ethyl 1-(3-bromobenzyl)-3-methoxy-2-oxoquinoline-4-carboxylate BrC=1C=C(CN2C(C(=C(C3=CC=CC=C23)C(=O)OCC)OC)=O)C=CC1